(R)-(1-(bicyclo[1.1.1]pentan-1-ylamino)-4-methoxy-1-oxobutan-2-yl)carbamate C12(CC(C1)C2)NC([C@@H](CCOC)NC([O-])=O)=O